CN(C1=NC=2N(C3=CC=CC=C13)C=NN2)C2=CC(=CC=C2)C2=CSC=C2 N-Methyl-N-(3-(thiophen-3-yl)phenyl)-[1,2,4]triazolo[4,3-a]quinazolin-5-amine